2-(2-{5-[(7R)-7-amino-2-azabicyclo[2.2.1]heptane-2-carbonyl]-7-methoxy-1-methyl-1H-1,3-benzodiazol-2-yl}-1-(cyclopropylmethyl)-1H-indol-6-yl)-1,1,1-trifluoropropan-2-ol N[C@H]1C2N(CC1CC2)C(=O)C2=CC1=C(N(C(=N1)C=1N(C3=CC(=CC=C3C1)C(C(F)(F)F)(C)O)CC1CC1)C)C(=C2)OC